methyl-(2-ethylhexyl)amine CNCC(CCCC)CC